glyceryl monolaurate (glyceryl laurate) C(C(O)CO)C(C(=O)O)CCCCCCCCCC.C(CCCCCCCCCCC)(=O)OCC(O)CO